1-phenyl-N-(2,3,6-trifluoro-4-((3-(2-((5-(1-fluoroethyl)piperidin-3-yl)amino)pyrimidin-4-yl)pyridin-2-yl)oxy)phenyl)methanesulfonamide C1(=CC=CC=C1)CS(=O)(=O)NC1=C(C(=C(C=C1F)OC1=NC=CC=C1C1=NC(=NC=C1)NC1CNCC(C1)C(C)F)F)F